C(C)(C)(C)N(C(O)=O)[C@@H]1CC[C@H](CC1)NC1=NC=C(C(=N1)C1=CC(=NC=C1)N1C(CCC1)=O)F.CNC1=NC=C(N=C1C)C=1C=NC=C(C1)F 2-methylamino-3-methyl-5-(5-fluoropyridin-3-yl)pyrazine trans-tert-butyl-(4-((5-fluoro-4-(2-(2-oxopyrrolidin-1-yl)pyridin-4-yl)pyrimidin-2-yl)amino)cyclohexyl)carbamate